CO/C(=C/C(C(=O)OCC)=O)/CN1N=C(N=N1)C1=CC=C(C=C1)C(F)(F)F ethyl (E)-4-methoxy-2-oxo-5-[5-[4-(trifluoromethyl)phenyl]tetrazol-2-yl]pent-3-enoate